1,3,2-dioxathiolane 2-oxide O1S(OCC1)=O